COC=1C=CC2=C(C(=C(O2)CC(F)(F)F)C2=CC=CC=C2)C1 5-methoxy-3-phenyl-2-(2,2,2-trifluoroethyl)benzofuran